(S or R)-4-(2,6-dioxopiperidin-3-yl)-3,5-difluorophenylethyl methanesulfonate CS(=O)(=O)OCCC1=CC(=C(C(=C1)F)[C@H]1C(NC(CC1)=O)=O)F |o1:14|